O[C@@H]1C[C@@]2(C(C=C3[C@@H]4CC[C@H]([C@@H](C=C[C@@H](C(C)C)C)C)[C@]4(CC[C@@]3([C@]2(CC1)C)O)C)=O)O 3β,5α,9α-trihydroxy-ergosta-7,22-dien-6-one